(S)-N-(3-(1-((2-ethyl-2H-pyrazolo[3,4-b]pyrazin-6-yl)amino)ethyl)-4-fluorophenyl)-6-(methylamino)nicotinamide C(C)N1N=C2N=C(C=NC2=C1)N[C@@H](C)C=1C=C(C=CC1F)NC(C1=CN=C(C=C1)NC)=O